C(#N)C=1C=C(C2=C(N=C(O2)N2CC3N(C(C2)C3)C(=O)OC(C)(C)C)C1)C=1SC=CN1 tert-Butyl 3-(5-cyano-7-(thiazol-2-yl)benzo[d]oxazol-2-yl)-3,6-diazabicyclo[3.1.1]heptane-6-carboxylate